C(C)(C)(C)OC(=O)N1CCC(CC1)C=1C(=CC2=C(C(C=3NC4=CC(=CC=C4C3C2=O)Br)(C)C)C1)CC 4-(3-bromo-9-ethyl-6,6-dimethyl-11-oxo-6,11-dihydro-5H-benzo[b]carbazol-8-yl)piperidine-1-carboxylic acid tert-butyl ester